10,13-dimethylhexadecahydro-1H-cyclopenta[a]phenanthrene-6,7-diyl diacetate C(C)(=O)OC1C2CCCCC2(C2CCC3(CCCC3C2C1OC(C)=O)C)C